C(C)C(COC(C(=O)OCC(CCCC)CC)=O)CCCC oxalic acid di(2-ethylhexyl) ester